6-(((S)-tetrahydrofuran-3-yl)oxy)-8,9-dihydrofuro[2,3-h]quinazolin-4-amine O1C[C@H](CC1)OC=1C=C2C(=NC=NC2=C2C1OCC2)N